C(CCCCCCCCCCCCCCCCC)(=O)C(O)(CN)C(C(CCCCCCCCCCCCCCCC)C(CCCCCCC\C=C/CCCCCCCC)=O)=O stearoyl-2-oleoyl-stearoyl-ethanolamine